FC(OC1=CC=C(C=C1)N1C=C(N=C2C(NC(N=C12)(N)OCC)=O)C=1C=CC2=C(N(C(=N2)CCN2CC(OC(C2)C)C)C)C1)F 8-(4-(Difluoromethoxy)phenyl)-6-(2-(2-(2,6-dimethylmorpholinyl)ethyl)-1-methyl-1H-benzo[d]imidazol-6-yl)-2-ethoxypterin